(7-ethoxy-6-methoxy-1-(2-(5-morpholino-1H-indol-3-yl)ethyl)-3,4-dihydroisoquinolin-2(1H)-yl)(morpholinyl)methanone C(C)OC1=C(C=C2CCN(C(C2=C1)CCC1=CNC2=CC=C(C=C12)N1CCOCC1)C(=O)N1CCOCC1)OC